7-neohexyl-1,4-dimethyl-azulene naphthalene-1,4,5,8-tetracarboxylate C1(=CC=C(C=2C(=CC=C(C12)C(=O)O)C(=O)O)C(=O)O)C(=O)O.C(CC(C)(C)C)C1=CC=C(C2=CC=C(C2=C1)C)C